Cl.N1CCC(CC1)N1N=CC(=C1)C=1C=C(C=2N(C1)N=CC2C#N)C=2C=NC(=CC2)N2CCN(CC2)CC2=NC=CC=C2 6-[1-(4-piperidyl)pyrazol-4-yl]-4-[6-[4-(2-pyridylmethyl)piperazin-1-yl]-3-pyridyl]pyrazolo[1,5-a]pyridine-3-carbonitrile hydrochloric acid salt